FC(C=1C(=C(C=CC1)[C@@H](C)NC=1C2=C(N=C(N1)C)C(N(C(=C2)C=2CN(CC2)C(=O)OC(C)(C)C)C)=O)F)F tert-butyl (R)-3-(4-((1-(3-(difluoromethyl)-2-fluorophenyl)ethyl)amino)-2,7-dimethyl-8-oxo-7,8-dihydropyrido[3,4-d]pyrimidin-6-yl)-2,5-dihydro-1H-pyrrole-1-carboxylate